[6-(3-cyclopropyl-1H-pyrazol-5-yl)-2-azaspiro[3.3]heptan-2-yl]-[6-[[2-methyl-4-(trifluoromethyl)pyrazol-3-yl]methyl]-2,6-diazaspiro[3.3]heptan-2-yl]methanone C1(CC1)C1=NNC(=C1)C1CC2(CN(C2)C(=O)N2CC3(C2)CN(C3)CC=3N(N=CC3C(F)(F)F)C)C1